COC[C@H](C1=CC=CC=C1)NC(=O)C=1N=C(NC1C)C1=NC=CC(=C1)C=1C=NC=C(C1)N1CCOCC1 N-[(1S)-2-Methoxy-1-phenylethyl]-5-methyl-2-(5-morpholin-4-yl-3,4'-bipyridin-2'-yl)-1H-imidazole-4-carboxamide